[PH2](OCC(CC(C)(C)C)C)=O (2,4,4-trimethylpentyl) phosphinate